2-(7-fluoro-2-methyldibenzo[b,d]furan-4-yl)-4,4,5,5-tetramethyl-1,3,2-di-oxaborolane FC1=CC2=C(C3=C(O2)C(=CC(=C3)C)B3OC(C(O3)(C)C)(C)C)C=C1